O.[Pd] Palladium water